(1r,4r)-4-(3-bromoanilino)-2'-(3-phenylpropyl)-2',3'-dihydrospiro[cyclohexane-1,1'-indene]-4-carboxylic acid BrC=1C=C(NC2(CCC3(C(CC4=CC=CC=C34)CCCC3=CC=CC=C3)CC2)C(=O)O)C=CC1